CC1(C(N=C(S1)C#C[Si](C(C)C)(C(C)C)C(C)C)C(=O)O)C 5,5-dimethyl-2-((triisopropylsilyl)ethynyl)-4,5-dihydrothiazole-4-carboxylic acid